ClC(C1=NC(=NO1)C=1C=CC(=NC1)CP(NC1=C(C=CC=C1)Cl)(=O)C)(F)F P-((5-(5-(chlorodifluoromethyl)-1,2,4-oxadiazol-3-yl)pyridin-2-yl)methyl)-N-(2-chlorophenyl)-P-methylphosphinic amide